NC1=NC(=NC=2N1N=C(N2)C=2OC=CC2)N2CC(CCC2)CN2CCN(CC2)C2=C(C=C(C=C2)O)F 4-(4-((1-(7-amino-2-(furan-2-yl)-[1,2,4]triazolo[1,5-a][1,3,5]triazin-5-yl)piperidin-3-yl)methyl)piperazin-1-yl)-3-fluorophenol